dodecyl-dimethyl-(2-hydroxyethyl)ammonium bromide [Br-].C(CCCCCCCCCCC)[N+](CCO)(C)C